CC=1NC(C=CC1)=O methyl-6-oxopyridine